8-fluoro-4,5-dihydropyrano[3,4-c]isoquinoline-1,6-dione FC=1C=CC=2C3=C(NC(C2C1)=O)COCC3=O